C(C)C1CN(CCS1)C=O 2-ethylthiomorpholine-4-formaldehyde